methyl (1r,4R)-4'-chloro-4-(3-chloroanilino)-2'-[(2R)-3-hydroxy-2-methylpropyl]spiro[cyclohexane-1,1'-indene]-4-carboxylate ClC1=C2C=C(C3(C2=CC=C1)CCC(CC3)(C(=O)OC)NC3=CC(=CC=C3)Cl)C[C@H](CO)C